8-cyclopentyl-2-((1-((difluoromethyl)sulfonyl)piperidin-4-yl)amino)-7-oxo-7,8-dihydropyrido[2,3-d]pyrimidine-6-carbonitrile C1(CCCC1)N1C(C(=CC2=C1N=C(N=C2)NC2CCN(CC2)S(=O)(=O)C(F)F)C#N)=O